ClCC(=O)N(C12CC(NC3=NC(=CC=C13)C(OC)OC)C2)CCN(C(OC(C)(C)C)=O)C tert-butyl N-(2-(2-chloro-N-(7-(dimethoxymethyl)-1,2,3,4-tetrahydro-2,4-methylene-1,8-naphthyridin-4-yl) acetamido)ethyl)-N-methylcarbamate